C(C=CC=CC=CCCCCCCCCC)(=O)O 10E-hexadecatrienoic acid